COC(=O)C=1C=C(C2=C(N(C=N2)C)C1)C=1C2=C(C(N(C1)CCC=C)=O)N(C=C2)S(=O)(=O)C2=CC=C(C)C=C2 4-(6-(but-3-en-1-yl)-7-oxo-1-tosyl-6,7-dihydro-1H-pyrrolo[2,3-c]pyridin-4-yl)-1-methyl-1H-benzo[d]imidazole-6-carboxylic acid methyl ester